CC=1C(=C(C=C(C1)C)O)C1=NN=C(C2=CC=CC=C12)N[C@H]1CNCCC1 3,5-dimethyl-2-(4-((R)-piperidin-3-ylamino)phthalazin-1-yl)phenol